methyl 2-[5-({5-[2-amino-7-(tert-butoxycarbonyl)-6H,8H,9H-imidazo[4,5-f]isoquinolin-1-yl] pentyl} oxy)-1-methylpyrazol-4-yl]-6-methylpyridine-4-carboxylate NC1=NC=2C(=C3CCN(CC3=CC2)C(=O)OC(C)(C)C)N1CCCCCOC1=C(C=NN1C)C1=NC(=CC(=C1)C(=O)OC)C